S(=O)(=O)([O-])C1=CC=C(C)C=C1.[Sb+3].S(=O)(=O)([O-])C1=CC=C(C)C=C1.S(=O)(=O)([O-])C1=CC=C(C)C=C1 stibium tosylate